3-fluoro-5-(1-(2,2,2-trifluoroethyl)-1H-pyrazol-4-yl)benzonitrile FC=1C=C(C#N)C=C(C1)C=1C=NN(C1)CC(F)(F)F